2-(4-bromo-2,5-dimethoxyphenyl)-N-[(2-hydroxyphenyl)methyl]ethanamine BrC1=CC(=C(C=C1OC)CCNCC1=C(C=CC=C1)O)OC